BrC1=NC2=CC=CC=C2C(=C1C)C1=C2C=NN(C2=CC=C1C)C1OCCCC1 2-bromo-3-methyl-4-(5-methyl-1-(tetrahydro-2H-pyran-2-yl)-1H-indazol-4-yl)quinoline